Methyl 2-(4-methoxyphenoxy)-3-oxobutanoate COC1=CC=C(OC(C(=O)OC)C(C)=O)C=C1